C1=CC=C(C=2OC=3C(=CC=CC3CC12)S(=O)(=O)O)S(=O)(=O)O.CC1=NNC(=C1N(C(COC1=CC=C(C=C1)C)=O)CC=1SC=CC1)C N-(3,5-dimethyl-1H-pyrazol-4-yl)-N-(thiophen-2-ylmethyl)-2-(p-tolyloxy)acetamide xanthene-4,5-disulfonate